4-(6-hydroxy-2,3,4,9-tetrahydro-1H-pyrido[3,4-b]indol-1-yl)benzonitrile OC=1C=C2C3=C(NC2=CC1)C(NCC3)C3=CC=C(C#N)C=C3